6-Chloro-4-(4-{[3-fluoro-4-(trifluoromethyl)phenyl]methyl}piperazin-1-yl)-1-methyl-2-oxo-1,2-dihydro-1,5-naphthyridin-3-carbonitril ClC=1N=C2C(=C(C(N(C2=CC1)C)=O)C#N)N1CCN(CC1)CC1=CC(=C(C=C1)C(F)(F)F)F